(((3aR,4R,6R,6aS)-6-(4-amino-5-(4-bromobutyl)-7H-pyrrolo[2,3-d]pyrimidin-7-yl)-2,2-dimethyltetrahydro-4H-cyclopenta[d][1,3]dioxol-4-yl)methyl)carbamate NC=1C2=C(N=CN1)N(C=C2CCCCBr)[C@@H]2C[C@@H]([C@@H]1[C@H]2OC(O1)(C)C)CNC([O-])=O